CC(CC)N=C=NC(C)CC 1,3-di(2-butyl)carbodiimide